3-(N-((4-Fluoro-2-(2-isopropoxypyridin-4-yl)-6-isopropylphenyl)carbamoyl)sulfamoyl)-N,N-bis(2-methoxyethyl)-1-methyl-1H-pyrazole-5-carboxamide, sodium salt [Na].FC1=CC(=C(C(=C1)C(C)C)NC(=O)NS(=O)(=O)C1=NN(C(=C1)C(=O)N(CCOC)CCOC)C)C1=CC(=NC=C1)OC(C)C